COC1=C(C=CC=C1[N+](=O)[O-])C1=NN(C=N1)CCCC(=O)OC(C)(C)C tert-Butyl 4-(3-(2-methoxy-3-nitrophenyl)-1H-1,2,4-triazol-1-yl)butanoate